O1CCN(CC1)C=1C2=C(N=C(N1)N1N=C(C=C1)C=1CCN(CC1)C(=O)OC(C)(C)C)C=CC=N2 tert-butyl 4-[1-(4-morpholinopyrido[3,2-d]pyrimidin-2-yl)pyrazol-3-yl]-3,6-dihydro-2H-pyridine-1-carboxylate